C(C)(C)(C)OC(=O)N1[C@@H](COCC1)C=1C=C(C=C2CCN(CC12)C(C(C)(C)O)=O)C=1C=C2C(=NC1)NC=C2Cl (R)-3-(6-(3-chloro-1H-pyrrolo[2,3-b]pyridin-5-yl)-2-(2-hydroxyl-2-methylpropionyl)-1,2,3,4-Tetrahydroisoquinolin-8-yl)morpholine-4-carboxylic acid tert-butyl ester